C(C)OCC1(CCC2(OCCO2)CC1)COCC 8,8-bis(ethoxymethyl)-1,4-dioxaspiro[4.5]decane